(5,25-difluoro-8,15-dioxa-21,23,27-triazatetracyclo[20.3.1.116,20.02,7]heptacosa-1(25),2,4,6,16,18,20(27),22(26),23-nonaen-18-yl)methyl-imino-methyl-oxo-λ6-sulfane FC1=CC=C2C3=C(C=NC(NC=4C=C(C=C(OCCCCCCOC2=C1)N4)CS(=O)(C)=N)=C3)F